(3RS)-1-(2,4-difluorophenyl)-N-[(1R*)-indan-1-yl]-5-oxopyrrolidine-3-carboxamid FC1=C(C=CC(=C1)F)N1C[C@@H](CC1=O)C(=O)N[C@@H]1CCC2=CC=CC=C12 |&1:10,o1:17|